(3-Amino-6-bromo-4-chloropyridin-2-yl)(7-fluoro-1-tosyl-1H-indazol-4-yl)methanone NC=1C(=NC(=CC1Cl)Br)C(=O)C1=C2C=NN(C2=C(C=C1)F)S(=O)(=O)C1=CC=C(C)C=C1